ClCC1=NC=2C(=NC(=CC2)C(=O)[O-])N1C[C@H]1OCC1 (S)-2-(chloromethyl)-3-(oxetan-2-ylmethyl)-3H-imidazo[4,5-b]Pyridine-5-carboxylate